2,3-dimethyl-1,5-hexanediamine CC(CN)C(CC(C)N)C